C(C1=CC=CC=C1)N(C(C1=CC=C(C=C1)CN1C(C=CC=C1)=O)=O)C N-benzyl-N-methyl-4-((2-oxopyridin-1(2H)-yl)methyl)benzamide